[Ge].[Si].[Ge] germanium-silicon germanium